BrC=1C=C(C=CC1)N1C(N(C=C(C1=O)C(=O)N)C(C)C)=O 3-(3-bromophenyl)-1-isopropyl-2,4-dioxo-1,2,3,4-tetrahydropyrimidine-5-carboxamide